N1(CCCC1)C1=CC(=C(CN2CC3(CC2)CCN(CC3)C(=O)N3N=C(C=C3)C(=O)O)C=C1)C(F)(F)F 1-(2-(4-(pyrrolidin-1-yl)-2-(trifluoromethyl)benzyl)-2,8-diazaspiro[4.5]decane-8-carbonyl)-1H-pyrazole-3-carboxylic acid